8-bromo-6-((2-(trimethylsilyl)ethoxy)methyl)-1,6-naphthyridin-5(6H)-one BrC1=CN(C(C=2C=CC=NC12)=O)COCC[Si](C)(C)C